2-[1-(cyclopropylmethyl)indol-2-yl]-9-fluoro-1-methyl-7,8-dihydro-6H-imidazo[4,5-g]isoquinolin-5-one C1(CC1)CN1C(=CC2=CC=CC=C12)C1=NC=2C(=C(C=3CCNC(C3C2)=O)F)N1C